(S)-5-(3-(cyclopentyloxy)-4-methoxyphenyl)piperidin-2-one C1(CCCC1)OC=1C=C(C=CC1OC)[C@@H]1CCC(NC1)=O